[I-].[CH3+] carbenium iodide